COC[C@@H]1CC(C(N1C(=O)OCC1=CC=CC=C1)CO[Si](CC)(CC)CC)NCC1=CC=C(C=C1)OC benzyl (5S)-5-(methoxymethyl)-3-[[(4-methoxyphenyl)methyl]amino]-2-[[(triethylsilyl)oxy] methyl]pyrrolidine-1-carboxylate